CN(CCCN1N=CC2=C(C=C(C=C12)C(=O)N)C1=NN=C(N1)C1=CC(=NN1CC)C)C 1-[3-(dimethylamino)propyl]-4-[5-(1-ethyl-3-methyl-1H-pyrazol-5-yl)-4H-1,2,4-triazol-3-yl]-1H-indazole-6-carboxamide